Benzyl-dimethyl-undecyl-ammonium chloride [Cl-].C(C1=CC=CC=C1)[N+](CCCCCCCCCCC)(C)C